OC(CON1C(CC(CC1(C)C)OC(CCCCC(=O)OC1CC(N(C(C1)(C)C)OCC(C)(C)O)(C)C)=O)(C)C)(C)C bis(1-(2-hydroxy-2-methylpropoxy)-2,2,6,6-tetramethylpiperidine-4-yl)-adipate